C(#N)C=1C(=NC(=NC1)N[C@H]1[C@@H](CN(CC1)C(=O)OC(C)(C)C)F)OC1C(COCC1)(C)O tert-butyl (3R,4R)-4-((5-cyano-4-((3-hydroxy-3-methyltetrahydro-2H-pyran-4-yl) oxy) pyrimidin-2-yl) amino)-3-fluoropiperidine-1-carboxylate